ClC=1C=C(C=CC1Cl)NC(=O)N1C2CCC1CC1=NC(NC=C12)=O N-(3,4-dichlorophenyl)-2-oxo-3,5,6,7,8,9-hexahydro-2H-5,8-epiminocyclohepta[d]-pyrimidine-10-carboxamide